(3aS,7aS)-2-(Trimethylsilyl)ethyl 1-(5-((trimethylsilyl)ethynyl)-7H-pyrrolo[2,3-d]pyrimidin-4-yl)hexahydro-1H-pyrrolo[2,3-c]pyridine-6(2H)-carboxylate C[Si](C)(C)C#CC1=CNC=2N=CN=C(C21)N2CC[C@@H]1[C@H]2CN(CC1)C(=O)OCC[Si](C)(C)C